COC=1C=C(C=C(C1OC)OC)N1C=CC2=C1N=CNC2=O 7-(3,4,5-trimethoxyphenyl)-3,7-dihydro-4H-pyrrolo[2,3-d]pyrimidin-4-one